((5-(2-aminopropan-2-yl)-8-methoxy-2,7-naphthyridin-3-yl)amino)-7,7-dimethyl-7,8-dihydro-quinolin-5(6H)-one NC(C)(C)C1=C2C=C(N=CC2=C(N=C1)OC)NC1=NC=2CC(CC(C2C=C1)=O)(C)C